N-n-undecanoyl-tryptophan C(CCCCCCCCCC)(=O)N[C@@H](CC1=CNC2=CC=CC=C12)C(=O)O